4-(7-((2R,4S)-2-(1-cyclopropyl-1H-pyrazol-4-yl)tetrahydro-2H-pyran-4-yl)-3-fluoro-2-methyl-4-oxo-4H-pyrazino[1,2-a]pyrimidin-9-yl)-3-fluorobenzonitrile C1(CC1)N1N=CC(=C1)[C@@H]1OCC[C@@H](C1)C=1N=C(C=2N(C(C(=C(N2)C)F)=O)C1)C1=C(C=C(C#N)C=C1)F